1-[3-fluoro-4-[1-methyl-4-(trifluoromethyl)imidazol-2-yl]phenyl]ethanol FC=1C=C(C=CC1C=1N(C=C(N1)C(F)(F)F)C)C(C)O